phosphochlorylcholine P(=O)([O-])(O)C(OCl(=O)=O)C[N+](C)(C)C